1-amino-3,6,9-trioxaundecan-11-ol NCCOCCOCCOCCO